FC1(CCN(CC1)C1=NC2=CC(=C(C=C2C(=N1)NC1COC1)OC)OCCCN1CCCC1)F 2-(4,4-difluoropiperidin-1-yl)-6-methoxy-N-(oxetan-3-yl)-7-(3-(pyrrolidin-1-yl)propoxy)quinazolin-4-amine